1'-(5-bromo-3-nitropyridin-2-yl)-3,3-difluoro-1,4'-bipiperidine BrC=1C=C(C(=NC1)N1CCC(CC1)N1CC(CCC1)(F)F)[N+](=O)[O-]